[5-[3-(difluoromethoxy)-4-fluoro-phenyl]-2-methoxy-3-pyridyl]methanol FC(OC=1C=C(C=CC1F)C=1C=C(C(=NC1)OC)CO)F